C(C)(C)(C)C1=CC(=NO1)CC(=O)N 2-(5-(tert-butyl)isoxazol-3-yl)acetamide